FC(C(=O)O)(F)F.ClC=1C=NC=C(C1[C@@H](C)OC=1C=C2C(=NNC2=CC1)C1=CC2=C(OCCN2CC(F)(F)F)N=C1)Cl (R)-7-(5-(1-(3,5-dichloropyridin-4-yl)ethoxy)-1H-indazol-3-yl)-1-(2,2,2-trifluoroethyl)-2,3-dihydro-1H-pyrido[2,3-b][1,4]oxazine 2,2,2-trifluoroacetate